C(C)OC(C=CC=CCCCCCCCCCCCCC)=O Octadecadienoic acid ethyl ester